4-((S or R)-6-Chloro-4-((1R,5S)-1,5-dimethyl-3,8-diazabicyclo[3.2.1]octan-3-yl)-8-Fluoro-2-(((S)-1-methylpyrrolidin-2-yl)methoxy)quinazolin-7-yl)naphthalene-2-ol ClC=1C=C2C(=NC(=NC2=C(C1C1=CC(=CC2=CC=CC=C12)O)F)OC[C@H]1N(CCC1)C)N1C[C@]2(CC[C@@](C1)(N2)C)C